3-((1,3,7-trimethyl-2,6-dioxo-2,3,6,7-tetrahydro-1H-purin-8-ylsulfanyl)methyl)benzonitrile CN1C(N(C=2N=C(N(C2C1=O)C)SCC=1C=C(C#N)C=CC1)C)=O